3-[3,5-difluoro-4-[4-(piperidine-4-carbonyl)piperazin-1-yl]anilino]piperidine-2,6-dione hydrochloride Cl.FC=1C=C(NC2C(NC(CC2)=O)=O)C=C(C1N1CCN(CC1)C(=O)C1CCNCC1)F